OC=1C(C=CC=C(C1)C1CCC2(CC2)CC1)=O 2-hydroxy-4-(spiro[2.5]octan-6-yl)cyclohepta-2,4,6-trien-1-one